3-(2-amino-[1,2,4]triazolo[1,5-a]pyridin-7-yl)-N-(2,2-difluoro-3-(4-fluorophenyl)-3-methoxypropyl)-2-fluoro-6-methylbenzamide NC1=NN2C(C=C(C=C2)C=2C(=C(C(=O)NCC(C(OC)C3=CC=C(C=C3)F)(F)F)C(=CC2)C)F)=N1